COCBr methoxymethyl bromide